CC1(CC(=CC=C1)N=C=O)N=C=O M-tolylene diisocyanate